C(=O)O.N1(CCC1)CC1=C(CNC=2C(=NC=CC2C)S(=O)(=O)NC=2N=CSC2)C(=CC=C1)F ((2-(azetidin-1-ylmethyl)-6-fluorobenzyl)amino)-4-methyl-N-(thiazol-4-yl)pyridine-2-sulfonamide formate salt